[N+](=O)([O-])C=1C=NN(C1)CC=1C=CC(=NC1)C1(CCC1)O (5-((4-nitro-1H-pyrazol-1-yl)methyl)pyridin-2-yl)cyclobutan-1-ol